CN1N=CC=C1C1=CC=C2C=3N(C(COC31)C3=CC=CC=C3)C(N2)=O 7-(1-methyl-1H-pyrazol-5-yl)-4-phenyl-4,5-dihydroimidazo[1,5,4-de][1,4]benzoxazin-2(1H)-one